C([C@@H]1[C@H]([C@@H]([C@H]([C@H](O1)O)[NH3+])O)O[C@H]2[C@@H]([C@H]([C@@H]([C@@H](O2)C(=O)[O-])O)O)O)O The molecule is a zwitterion derived from heparosan L-iduronic acid. It is the major microspecies at pH 7.3 (according to Marvin v 6.2.0.). It is a tautomer of a heparosan L-iduronic acid.